CC1(N(C(CC(C1)OC(CCCCCCCCC(=O)OC1CC(N(C(C1)(C)C)OCCCCCCCC)(C)C)=O)(C)C)OCCCCCCCC)C decanedioic acid bis[2,2,6,6-tetramethyl-1-(octyloxy)-4-piperidinyl]ester